CN(CCCOCCCCCCCC\C=C/CC=CCCCCC)C N,N-dimethyl-3-[(9Z,2Z)-octadec-9,12-dien-1-yloxy]propan-1-amine